FC1=CC=C(C=C1)[C@@H](CCC(=O)OC)O Methyl (R)-4-(4-fluorophenyl)-4-hydroxybutanoate